N-benzyl-2-hydroxy-N-(2-hydroxyethyl)-N-methylethylammonium chloride [Cl-].C(C1=CC=CC=C1)[N+](C)(CCO)CCO